(allyloxy)-N-(3-(benzyloxy)phenethyl)-N-phenylbenzamide C(C=C)OC1=C(C(=O)N(C2=CC=CC=C2)CCC2=CC(=CC=C2)OCC2=CC=CC=C2)C=CC=C1